2-(4-pyridyl)thiazole-4-carbonyl azide N1=CC=C(C=C1)C=1SC=C(N1)C(=O)N=[N+]=[N-]